COC=1C=2N(C=C(C1)C=1C=NN(C1)C1CN(C1)C(=O)[C@@H]1CNCC1)N=CC2C#N (S)-4-methoxy-6-(1-(1-(pyrrolidine-3-carbonyl)azetidin-3-yl)-1H-pyrazol-4-yl)pyrazolo[1,5-a]pyridine-3-carbonitrile